O=C1NC(CCC1N1C(N(C2=C1C=CC(=C2)N2CC1(C2)CCN(CC1)CC1CCN(CC1)C(=O)OC(C)(C)C)C)=O)=O tert-butyl 4-((2-(1-(2,6-dioxopiperidin-3-yl)-3-methyl-2-oxo-2,3-dihydro-1H-benzo[d]imidazol-5-yl)-2,7-diazaspiro[3.5]nonan-7-yl)methyl)piperidine-1-carboxylate